OC(CNC(=O)N)C N-(2-hydroxypropyl)-urea